C(C)(=O)OC1=C(C=CC(=C1)C1CCC1)N1N=C2CCN(CC3C2=C1CCN3C(=O)OC(C)(C)C)C(=O)OCC3=CC=CC=C3 7-benzyl 5-(tert-butyl) 2-(2-acetoxy-4-cyclobutylphenyl)-3,4,5a,6,8,9-hexahydro-2H-1,2,5,7-tetraazabenzo[cd]azulene-5,7-dicarboxylate